(R)-6-(3-Fluoro-3-(4-(trifluoromethyl)phenyl)propyl)-2-thia-6-azaspiro[3.4]octane 2,2-dioxide F[C@H](CCN1CC2(CS(C2)(=O)=O)CC1)C1=CC=C(C=C1)C(F)(F)F